NC1(CCN(CC1)C=1C(=NC(=C(C1)C)C1=C(C(=CC=C1)Cl)Cl)CO)C 3-(4-amino-4-methyl-1-piperidinyl)-6-(2,3-dichlorophenyl)-5-methyl-2-pyridinemethanol